C1(CCCC1)NC(=O)C1=CC2=C(N=C(S2)C2CCN(CC2)C)C(=C1)C N-cyclopentyl-4-methyl-2-(1-methyl-piperidin-4-yl)benzo-[d]thiazole-6-carboxamide